3-isobutyl-1-ethyl-4-hydroxy-5-n-propylpyrazole C(C(C)C)C1=NN(C(=C1O)CCC)CC